FC1=CC2=C(NC(=N2)C2=CC=C(N(C)C)C=C2)C=C1 4-(5-fluoro-1H-1,3-benzodiazol-2-yl)-N,N-dimethylaniline